ClC=1C=CC(=C(C1)NC(=S)NC1=CC=C(C=C1)[N+](=O)[O-])OC 1-(5-chloro-2-methoxyphenyl)-3-(4-nitrophenyl)thiourea